1-phenylbenzophenone C1(=CC=CC=C1)C1(C(=O)C2=CC=CC=C2)CC=CC=C1